(5S)-{[2-(4-carboxyphenyl)ethyl][2-(2-{[3-chloro-4'-(trifluoromethyl)biphenyl-4-yl]methoxy}-phenyl)-ethyl]amino}-5,6,7,8-tetrahydroquinoline-2-carboxylic acid C(=O)(O)C1=CC=C(C=C1)CCN(CCC1=C(C=CC=C1)OCC1=C(C=C(C=C1)C1=CC=C(C=C1)C(F)(F)F)Cl)C=1C(=NC=2CCCCC2C1)C(=O)O